C(C)O[Al](OCC)OCC triethoxyaluminium